C1CCC2=C(C=3CCCC3C=C12)NC(=O)NS(=O)(=O)C1=NN(C=C1)CCCB(O)O (3-(3-(N-((1,2,3,5,6,7-hexahydro-s-indacen-4-yl)carbamoyl)sulfamoyl)-1H-pyrazol-1-yl)propyl)boronic acid